2-Chloro-5-{4-[(2-cyclopentyl-1-oxoisoindolin-5-yloxy)methyl](2-pyridyl)}benzoic acid ClC1=C(C(=O)O)C=C(C=C1)C1=NC=CC(=C1)COC=1C=C2CN(C(C2=CC1)=O)C1CCCC1